NC1=CC=C(CNC23CNCCNCC(CNCCNC2)(CNCCNC3)N)C=C1 l-N-(4-aminobenzyl)-3,6,10,13,16,19-hexazabicyclo[6.6.6]eicosane-1,8-diamine